(S)-2-amino-6-borono-2-(hydroxymethyl)hexanoic acid N[C@@](C(=O)O)(CCCCB(O)O)CO